diethyl 4,4'-((((2-((benzyloxy)carbonyl)benzo[b]thiophen-5-yl)difluoromethyl)phosphoryl)bis(oxy))dibutyrate C(C1=CC=CC=C1)OC(=O)C1=CC2=C(S1)C=CC(=C2)C(P(=O)(OCCCC(=O)OCC)OCCCC(=O)OCC)(F)F